[Si](C)(C)(C(C)(C)C)OC1CN(CC1)C1=C(C=C2C(=N1)N=C(O2)N2CCOCC2)[N+](=O)[O-] 5-(3-((tert-butyldimethylsilyl)oxy)pyrrolidine-1-yl)-2-morpholino-6-nitrooxazolo[4,5-b]Pyridine